CC(=C)CC\C(=C/CC)\C (5Z)-2,5-Dimethylocta-1,5-diene